5-(6-methylpyridin-2-yl)-N-(1-((2-(trimethylsilyl)ethoxy)methyl)-1H-pyrrolo[2,3-b]pyridin-4-yl)pyrazolo[1,5-a]pyrimidin-7-amine CC1=CC=CC(=N1)C1=NC=2N(C(=C1)NC1=C3C(=NC=C1)N(C=C3)COCC[Si](C)(C)C)N=CC2